2',3'-dideoxy-7-deazaguanosine [C@@H]1(CC[C@@H](CO)O1)N1C=CC=2C(=O)NC(N)=NC12